BrC=1C=C(CN(CC#C)C)C=CC1 N-(3-bromobenzyl)-N-methyl-2-propyn-1-amine